azabornene C12(N=CC(CC1)C2(C)C)C